3,5-Bis[(E)-2-(p-hydroxyphenyl)ethenylcarbonyloxy]-4-hydroxy-1-cyclohexene-1-carboxylic acid OC1=CC=C(C=C1)/C=C/C(=O)OC1C=C(CC(C1O)OC(=O)\C=C\C1=CC=C(C=C1)O)C(=O)O